CC=1SC2=C(N1)C=C(C=C2)C=2N=C1N(CC2)C=C(C=C1)N1CCN(CC1)C 2-(2-methyl-1,3-benzothiazol-5-yl)-7-(4-methylpiperazin-1-yl)-4H-pyrido[1,2-a]pyrimidin